C[C@@]12CC[C@@H]([C@H]1CC[C@H]3[C@]2(CC[C@@H]4[C@@]3(CCC(=O)C4(C)C)C)C)C(=C)C/C=C/C(C)(C)O The molecule is a tetracyclic triterpenoid (dammarane type) isolated from the stems of Aglaia abbreviata. It has a role as a plant metabolite. It is a cyclic terpene ketone, a tetracyclic triterpenoid and a tertiary alcohol.